6-(5-chloro-6-methoxypyridin-3-yl)-N-((4-methoxypyrimidin-2-yl)methyl)pyrimidine-4-carboxamide ClC=1C=C(C=NC1OC)C1=CC(=NC=N1)C(=O)NCC1=NC=CC(=N1)OC